2-(1-ethoxyvinyl)-4-fluoro-6-(trifluoromethyl)aniline C(C)OC(=C)C1=C(N)C(=CC(=C1)F)C(F)(F)F